NC1(CCN(CC1)C(=O)C=1OC(=CC1)SC1=C(C=CC=C1)N)C (4-amino-4-methylpiperidin-1-yl)(5-((2-aminophenyl)thio)furan-2-yl)methanone